C(C)(=O)C1=CC(=CC=C1)C(C)=O 1,3-diacetyl-benzene